1,4-Dibromo-2,5-bis(bromomethyl)benzene BrC1=C(C=C(C(=C1)CBr)Br)CBr